Tert-butyl (3E)-3-(bromomethylidene)pyrrolidine-1-carboxylate Br\C=C/1\CN(CC1)C(=O)OC(C)(C)C